BrC1=NN(C(=N1)OC1CCOCC1)C 3-Bromo-1-methyl-5-(tetrahydro-2H-pyran-4-yloxy)-1H-1,2,4-triazol